ClC1=CC(=C(C=C1)C1=NC(=NC2=NC(=CN=C12)C)N1C[C@@H](OCC1)C=1C=NN(C1)C)F 4-(4-chloro-2-fluorophenyl)-7-methyl-2-((2S)-2-(1-methyl-1H-pyrazol-4-yl)-4-morpholinyl)pteridine